4'-((4-(propylcarbamoyl)pyridin-2,6-diyl)bis(1H-1,2,3-triazole-4,1-diyl))bis(2-hydroxybenzoic acid) C(CC)NC(=O)C1=CC(=NC(=C1)C=1N=NN(C1)C=1C(=C(C(=O)O)C=CC1)O)C=1N=NN(C1)C=1C(=C(C(=O)O)C=CC1)O